CC1(C=CCC1)C(C)=O 1-(1-methylcyclopent-2-en-1-yl)ethane-1-one